FC(OC1=CC=C(C(=O)Cl)C=C1)(F)F 4-(trifluoro-methoxyl)benzoyl chloride